(S)-6-(3,3-difluoro-4-((4-(1-(trifluoromethyl)cyclopropyl)pyridin-2-yl)oxy)pyrrolidin-1-yl)-2-methyl-[4,5'-bipyrimidine]-2',4'(1'H,3'H)-dione FC1(CN(C[C@@H]1OC1=NC=CC(=C1)C1(CC1)C(F)(F)F)C1=CC(=NC(=N1)C)C=1C(NC(NC1)=O)=O)F